C1(CC1)C1=CC=C(C=N1)[C@@H](C)N1N=C(C2=C1N=C(NC2=O)[C@@H]2[C@H](CC2)C2=NC=C(C=N2)F)C#N 1-((R)-1-(6-cyclopropylpyridin-3-yl)ethyl)-6-((1S,2S)-2-(5-fluoropyrimidin-2-yl)cyclobutyl)-4-oxo-4,5-dihydro-1H-pyrazolo[3,4-d]pyrimidine-3-carbonitrile